OCCN1CCN(CC1)C1=CC(=NC=2N1N=C(C2C=2C=C(C=CC2)CCCCCCCCCN2CCN(CC2)C(COC=2C=C(C=CC2)N2CNCC=C2)=O)C)C2=CC=CC=C2 1-(3-(2-(4-(9-(3-(7-(4-(2-hydroxyethyl)piperazin-1-yl)-2-methyl-5-phenyl-pyrazolo[1,5-a]pyrimidin-3-yl)phenyl)nonyl)piperazin-1-yl)-2-oxoethoxy)phenyl)dihydro-pyrimidine